(R)-1-(5-((4-((1-(5-amino-2-fluoro-3-methylphenyl)ethyl)amino)-2-methylquinazolin-6-yl)(methyl)amino)-2-methoxypyridin-3-yl)-3-methylimidazolin-2-one NC=1C=C(C(=C(C1)[C@@H](C)NC1=NC(=NC2=CC=C(C=C12)N(C=1C=C(C(=NC1)OC)N1C(N(CC1)C)=O)C)C)F)C